4-(4-((1-((3-Fluorophenyl)sulfonyl)-3-cyclobutylamino)sulfonyl)-3,4-dihydro-2H-pyrido[4,3-b][1,4]thiazin-8-yl)benzonitrile FC=1C=C(C=CC1)S(=O)(=O)C1CC(C1)NS(=O)(=O)N1C2=C(SCC1)C(=CN=C2)C2=CC=C(C#N)C=C2